[Mn].C(C)(=O)CC(C)=O Acetylacetone manganese